OCC1(CN(CC(O1)(C)C)C(=O)OC(C)(C)C)C tert-butyl 2-(hydroxymethyl)-2,6,6-trimethylmorpholine-4-carboxylate